N[C@@H](CCSC)C(=O)N=C=S methionyl isothiocyanate